2,4-dibutylphenol C(CCC)C1=C(C=CC(=C1)CCCC)O